3,5-dimethyl-p-hydroxybenzoic acid CC=1C=C(C(=O)O)C=C(C1O)C